3-[5-(2-amino-2-oxo-ethyl)-3-pyridinyl]-2,7-dimethyl-5,7-dihydro-4H-pyrazolo[3,4-c]pyridine-6-carboxylic acid tert-butyl ester C(C)(C)(C)OC(=O)N1C(C=2C(CC1)=C(N(N2)C)C=2C=NC=C(C2)CC(=O)N)C